CC=1C=C(C=CC1)SC=1C(=NC(=NC1)SC)C(=O)O 5-[(3-methylphenyl)sulfanyl]-2-(methylsulfanyl)pyrimidine-4-carboxylic acid